(Z)-3-fluoro-N-(3-(2-((4-morpholinylphenyl)amino)pyrido[3,4-d]pyrimidin-8-yl)phenyl)but-2-enamide F\C(=C/C(=O)NC1=CC(=CC=C1)C1=NC=CC2=C1N=C(N=C2)NC2=CC=C(C=C2)N2CCOCC2)\C